3-(bromomethyl)tetrahydro-2H-pyran BrCC1COCCC1